FC(C(C=1C2=C(C(=C(C(=C2C(=C2C(=C(C(=C(C12)[B])F)F)F)C(C(C(F)(F)F)(F)F)(F)F)F)F)F)F)(F)F)(C(F)(F)F)F (9,10-bis(heptafluoropropyl)heptafluoro-anthryl)boron